2-bromo-4,6-di-tert-amylphenol BrC1=C(C(=CC(=C1)C(C)(C)CC)C(C)(C)CC)O